2-chloro-N-(2-chloro-4-(pentafluoro-λ6-sulfaneyl)phenyl)acetamide ClCC(=O)NC1=C(C=C(C=C1)S(F)(F)(F)(F)F)Cl